2-{6-Oxo-1-propyl-8-[1-(3-trifluoromethyl-benzyl)-1H-pyrazol-4-yl]-6,7-dihydro-1H-purin-2-ylamino}-ethanesulfonic acid O=C1C=2NC(=NC2N=C(N1CCC)NCCS(=O)(=O)O)C=1C=NN(C1)CC1=CC(=CC=C1)C(F)(F)F